N1(CCC1)C(=O)C1=CC=C(C=C1)NC(=O)NC1=CC=CC=C1 1-[4-(azetidine-1-carbonyl)phenyl]-3-phenylurea